FC1=CC=CC=2SC=C(C21)N 4-fluorobenzo[b]thiophen-3-amine